[Re].[Mn] Manganese-Rhenium